COP(=O)(OC)O.CC(CCC)P(CCCC)CCCC methyl-tri-n-butyl-phosphine dimethyl-phosphate